C1(CC1)C1=NN(C=C1C1=NC(=C(C=C1F)F)C)[C@@H]1C[C@H](C1)CNC=1C=C2CN(C(C2=CC1)=O)C1C(NC(CC1)=O)=O 3-(5-(((trans-3-(3-cyclopropyl-4-(3,5-difluoro-6-methylpyridin-2-yl)-1H-pyrazol-1-yl)cyclobutyl)methyl)amino)-1-oxoisoindolin-2-yl)piperidine-2,6-dione